CC(C)(S(=O)NCC1=NC=CC(=C1)C1=C2C=CN(C2=CC(=C1)COC1=C(C=CC(=C1)C)CC(=O)OCC)C)C ethyl 2-(2-((4-(2-((1,1-dimethylethylsulfinamido)methyl)pyridin-4-yl)-1-methyl-1H-indol-6-yl)methoxy)-4-methylphenyl)acetate